C(C)(C)(C)OC(NCC=1C=2N(N=C(C1)Cl)C=CN2)=O ((6-chloroimidazo[1,2-b]pyridazin-8-yl)methyl)carbamic acid tert-butyl ester